[N+](=O)([O-])C1=CC=C(OP(=O)(OC2=CC=C(C=C2)[N+](=O)[O-])OCC(CCCCCCCCCCCCCCCCC(=O)[O-])CCCCCCCCCCCCCCCC(=O)[O-])C=C1 3-((bis(4-nitrophenoxy)phosphoryl)oxy)propane-1,2-diyl-dipalmitate